(E)-but-2-enedioic acid mono-(2-dodecanoyloxy-1-dodecanoyloxymethyl-ethyl) ester C(CCCCCCCCCCC)(=O)OCC(COC(CCCCCCCCCCC)=O)OC(\C=C\C(=O)O)=O